silver-copper-zinc-aluminum [Al].[Zn].[Cu].[Ag]